[Pt+2].CC1=C(C(=CC(=C1)C)C)[N+]1=CN(CCC1)C1=C(C=C(C=C1C)C)C 1,3-bis-(2,4,6-trimethylphenyl)-3,4,5,6-tetrahydropyrimidin-1-ium platinum